ClC=1N=CC=C2C(=CC(=NC12)N1[C@@H](COC[C@@H]1C)C)O 8-chloro-2-[(3R,5S)-3,5-dimethylmorpholin-4-yl]-1,7-naphthyridin-4-ol